4-cyclopropyl-3-(3-fluoropyridin-4-yl)-N-[2-(trifluoromethyl)pyridin-4-yl]-1,2-thiazole-5-carboxamide C1(CC1)C=1C(=NSC1C(=O)NC1=CC(=NC=C1)C(F)(F)F)C1=C(C=NC=C1)F